1-ethylsulfonyl-4-nitro-indazole C(C)S(=O)(=O)N1N=CC2=C(C=CC=C12)[N+](=O)[O-]